P(=O)(OCCNC(C=C)=O)(OCC[N+](C)(C)C)[O-] 2-acrylamidoethyl (2-(trimethylammonio) ethyl) phosphate